C(C=C)(=O)N1[C@@H](C[C@H](CC1)N1N=NC=2C(=NC=3C(=C(C(=CC3C21)Cl)C2=CC=C(C=C2)F)F)O[C@H](CN(C)C)C)CC#N 2-((2S,4S)-1-acryloyl-4-(8-chloro-4-(((S)-1-(dimethylamino)propan-2-yl)oxy)-6-fluoro-7-(4-fluorophenyl)-1H-[1,2,3]triazolo[4,5-c]quinolin-1-yl)piperidin-2-yl)acetonitrile